N1-(2-(trifluoromethyl)pyridin-3-yl)benzene-1,2-diamine FC(C1=NC=CC=C1NC=1C(=CC=CC1)N)(F)F